O[C@@H]1C=2C=CC(=CC2CC[C@H]1[C@H]1N2C(C3=CC=CC=C13)=CN=C2)C(=O)NC (5S,6S)-5-Hydroxy-6-((R)-5H-imidazo[5,1-a]isoindol-5-yl)-N-methyl-5,6,7,8-tetrahydronaphthalen-2-carboxamid